C(C)(C)N1C=C(C=CC1=O)S(=O)(=O)N(CC1=CC=C(C=C1)OC)CC1=CC=C(C=C1)OC 1-isopropyl-N,N-bis(4-methoxybenzyl)-6-oxo-1,6-dihydropyridine-3-sulfonamide